di-isobutyl-amine C(C(C)C)NCC(C)C